C(C)(C)(C)OC(NCCN(C1CC1)C(C(C)C)C1=C(C(=CC=C1)Br)F)=O N-[2-[[1-(3-bromo-2-fluoro-phenyl)-2-methyl-propyl]-cyclopropyl-amino]ethyl]carbamic acid tert-butyl ester